5-methylbenzoate CC=1C=CC=C(C(=O)[O-])C1